O[C@@H]1CN(CC[C@H]1OC1=CC(=CC=C1)C(F)(F)F)C1=CC(N(C=2C=CC(=NC12)C#N)C)=O |r| (+/-)-Trans-8-(3-hydroxy-4-(3-(trifluoromethyl)phenoxy)piperidin-1-yl)-5-methyl-6-oxo-5,6-dihydro-1,5-naphthyridine-2-carbonitrile